ClC=1C(=NC(=NC1)NC1C[C@H]([C@@H](C1)O)O)C1=CC=C2CN(C(C2=C1)=O)[C@@H](C(=O)N[C@H](C)C1=CC(=CC(=C1)OC)F)C (2R)-2-[6-(5-chloro-2-{[(3R,4R)-3,4-dihydroxycyclopentyl]amino}pyrimidin-4-yl)-1-oxo-2,3-dihydro-1H-isoindol-2-yl]-N-[(1R)-1-(3-fluoro-5-methoxyphenyl)ethyl]propanamide